bis(tricyclohexylphosphine) palladium (II) dibromide [Pd](Br)Br.C1(CCCCC1)P(C1CCCCC1)C1CCCCC1.C1(CCCCC1)P(C1CCCCC1)C1CCCCC1